monohydroxyzinc monomethacrylate C(C(=C)C)(=O)[O-].O[Zn+]